C(C)(C)N=C=NC(C)C bis(isopropyl)carbodiimide